tert-Butyl 2-[1-(2-imidazo[1,2-b]pyridazin-6-yl-6-methyl-4-oxo-chromen-8-yl)ethylamino]benzoate N=1C=CN2N=C(C=CC21)C=2OC1=C(C=C(C=C1C(C2)=O)C)C(C)NC2=C(C(=O)OC(C)(C)C)C=CC=C2